(1-(2-hydroxyethyl)-1H-pyrazol-4-yl)methanone OCCN1N=CC(=C1)C=O